N[C@@H]1CN(CC[C@H]1C1=CC=CC=C1)C(=O)OCC1=CC=CC=C1 (3S,4S)-benzyl 3-amino-4-phenylpiperidine-1-carboxylate